2-fluoro-4-methyl-5-[(trifluoroacetyl)amino]benzenesulfonyl chloride FC1=C(C=C(C(=C1)C)NC(C(F)(F)F)=O)S(=O)(=O)Cl